Methyl 4-[(1S)-1-[[4,4-difluoro-1-(2-phenoxyethylamino)cyclohexanecarbonyl]amino]ethyl]benzoate FC1(CCC(CC1)(C(=O)N[C@@H](C)C1=CC=C(C(=O)OC)C=C1)NCCOC1=CC=CC=C1)F